BrC1=C(C=NC=C1)[C@H](CCC=C)N (S)-1-(4-bromopyridin-3-yl)pent-4-en-1-amine